FC1=C(C=C(C=C1)NC(=O)C1=C(N(C(=C1C)C(C(N[C@H]1CNC(C12CC2)=O)=O)=O)C)C)C (R)-N-(4-fluoro-3-methylphenyl)-1,2,4-trimethyl-5-(2-oxo-2-((4-oxo-5-azaspiro[2.4]heptan-7-yl)amino)acetyl)-1H-pyrrole-3-carboxamide